ClC=1C(=NC=C(C1)SCCC(C#N)C#N)C(=O)OCC ethyl 3-chloro-5-(3,3-dicyanopropylsulfanyl)pyridine-2-carboxylate